3-cyclohexylamino-1-propanesulfonic acid sodium salt [Na+].C1(CCCCC1)NCCCS(=O)(=O)[O-]